N-(3-(cyclopropanesulfonamido)-4-hydroxyphenyl)-6-(4-(trifluoromethyl)phenyl)nicotinamide C1(CC1)S(=O)(=O)NC=1C=C(C=CC1O)NC(C1=CN=C(C=C1)C1=CC=C(C=C1)C(F)(F)F)=O